CCCC[N+](C)(C)C.C(F)(F)(F)S(=O)(=O)[N-]S(=O)(=O)C(F)(F)F N-Trimethyl-N-butylammonium bis(trifluoromethanesulfonyl)imide